3-chloro-N-(2-cyclopropyl-4-iodo-5-methylphenyl)pyridine-4-carboximidamide ClC=1C=NC=CC1C(NC1=C(C=C(C(=C1)C)I)C1CC1)=N